FC1=CC=C(C=C1)S(=O)(=O)NCC(=O)NC1=C(SC(=C1)S(=O)(=O)N1CCCC1)C 2-(4-Fluorobenzenesulfonamido)-N-[2-methyl-5-(pyrrolidine-1-sulfonyl)thiophen-3-yl]acetamide